1-Methyl-2-oxo-N-phenethyl-1,2-dihydro-3H-imidazo[4,5-b]pyridine-3-carboxamide CN1C(N(C2=NC=CC=C21)C(=O)NCCC2=CC=CC=C2)=O